4-[6-(1-ethylpyrazol-4-yl)imidazo[4,5-b]pyridin-3-yl]-2,6-dimethoxybenzoic acid C(C)N1N=CC(=C1)C=1C=C2C(=NC1)N(C=N2)C2=CC(=C(C(=O)O)C(=C2)OC)OC